C(#N)C=1C(=C2C(=NC1)NC=C2)N[C@H]2CC(C[C@H]2CC)C2=C(C=1C(=NON1)C=C2)S(=O)(=O)N ((3S,4R)-3-((5-cyano-1H-pyrrolo[2,3-b]pyridin-4-yl)amino)-4-ethylcyclopentyl)benzo[c][1,2,5]oxadiazole-4-sulfonamide